C1(=CC=CC=C1)[C@H]1CC[C@H]2N(CCN(C2)C(=O)C2=C(C(=CC=C2)OCC=2N=CSC2)Cl)C1 [(7R,9aR)-7-phenyl-1,3,4,6,7,8,9,9a-octahydropyrido[1,2-a]pyrazin-2-yl]-[2-chloro-3-(1,3-thiazol-4-ylmethoxy)phenyl]methanone